C(C)OC(=O)C1=C(OC2=CC=C(C=C2C1C(C(=O)OCC)C#N)Cl)N 2-amino-6-chloro-4-(1-cyano-2-ethoxy-2-oxoethyl)-4H-chromene-3-carboxylic acid ethyl ester